1-methyl-9H-pyrido[3,4-b]indol CC1=NC=CC2=C1NC1=CC=CC=C21